5-amino-3-(2-(4-(2,4-difluoro-5-(((3S,4S)-4-fluoropyrrolidin-3-yl)oxy)phenyl)piperazin-1-yl)ethyl)-8-(furan-2-yl)thiazolo[5,4-e][1,2,4]triazolo[1,5-c]pyrimidin-2(3H)-one NC1=NC2=C(C=3N1N=C(N3)C=3OC=CC3)SC(N2CCN2CCN(CC2)C2=C(C=C(C(=C2)O[C@H]2CNC[C@@H]2F)F)F)=O